CC(COB1OCC2=C1C=CC=C2)(COB2OCC1=C2C=CC=C1)C 1,1'-((2,2-dimethylpropane-1,3-diyl)bis(oxy))bis(1,3-dihydrobenzo[c][1,2]oxaborole)